N=1ON=CC1 oxa-1,3-diazole